COC(=O)C1CN(C1)C1=CC(=NC=C1F)Cl 1-(2-chloro-5-fluoropyridin-4-yl)azetidine-3-carboxylic acid methyl ester